(tert-butyl 2-(4-(mercaptomethyl) benzoylamino) ethyl) carbamate C(N)(OCC(NC(C1=CC=C(C=C1)CS)=O)C(C)(C)C)=O